((2S)-4-(3-(cyclopropylmethoxy)-4-(difluoromethoxy) phenyl) pyrrolidin-2-yl) methylacetate hydrochloride Cl.CCC(=O)O[C@@H]1NCC(C1)C1=CC(=C(C=C1)OC(F)F)OCC1CC1